CN1C=NC(=C1)C=1C(=NC(=NC1)O)O 5-(1-methyl-1H-imidazol-4-yl)pyrimidine-2,4-diol